BrC1=C(C=C(C(=C1)C(F)F)S(=O)C)C 1-bromo-5-(difluoromethyl)-2-methyl-4-methylsulfinyl-benzene